[N-](S(=O)(=O)C(F)(F)F)S(=O)(=O)C(F)(F)F.C(C1CO1)[N+](C)(C)C glycidyl-trimethyl-ammonium bis(trifluoromethanesulfonyl)imide salt